4-(5-((3-BENZYL-4-OXO-2-THIOXOTHIAZOLIDIN-5-YLIDENE)METHYL)FURAN-2-YL)BENZOIC ACID C(C1=CC=CC=C1)N1C(SC(C1=O)=CC1=CC=C(O1)C1=CC=C(C(=O)O)C=C1)=S